CN(C(=O)[C@@H]1CN(CC[C@H]1NC(=O)C1=NOC(=C1)C1=C(C=C(C=C1)F)F)C1CC(CCC1)(C)C)C (3R,4R)-4-{[5-(2,4-difluoro-phenyl)-isoxazole-3-carbonyl]-amino}-1-(3,3-dimethyl-cyclohexyl)-piperidine-3-carboxylic acid dimethylamide